[I-].C(C)[N+](CCC1=CNC2=C(C=CC=C12)C)(CC)CC triethyl[2-(7-methyl-1H-indol-3-yl)ethyl]azanium iodide